(R)-(+)-β-citronellol C[C@H](CCC=C(C)C)CCO